ClC=1C=C2C(N(C(=NC2=CC1)[C@@H](CCC)N1CCN(CCC1)C)CCC)=O (R)-6-chloro-2-(1-(4-methyl-1,4-diazepan-1-yl)butyl)-3-propylquinazolin-4(3H)-one